The molecule is a member of the class of benzoisochromanequinone that is produced by Streptomyces coelicolor A3(2) and exhibits antibiotic activity. It has a role as a bacterial metabolite and an antimicrobial agent. It is a benzoisochromanequinone, a polyketide, a dicarboxylic acid, a polyphenol, a ring assembly and a member of p-quinones. It is a conjugate acid of an actinorhodin(3-). C[C@@H]1C2=C(C[C@H](O1)CC(=O)O)C(=O)C3=C(C2=O)C(=O)C(=CC3=O)C4=CC(=C5C(=C4O)C(=C6[C@H](O[C@@H](CC6=C5O)CC(=O)O)C)O)O